FC=1C(=NC=CC1)C=1C=NN(C1)C fluoro-2-(1-methyl-1H-pyrazol-4-yl)pyridin